Cl.O1COC2=C1C=CC(=C2)[C@H](C)N2CCN(CC2)C=2SC(=CN2)C(=O)NC 2-{4-[(1S)-1-(2H-1,3-benzodioxol-5-yl)ethyl]piperazin-1-yl}-N-methyl-1,3-thiazole-5-carboxamide, mono-hydrochloride